ClC=1C=C(C(=O)NC2=CC(=C(C=C2)C=2CCNCC2)OC)C=CC1C=1CCNCC1 3-chloro-N-[3-methoxy-4-(1,2,3,6-tetrahydro-pyridin-4-yl)-phenyl]-4-(1,2,3,6-tetrahydro-pyridin-4-yl)-benzamide